2-{8-[(2-cyano-2-methylideneethyl)amino]-7-methoxynaphthalen-2-yl}-N-methylpyridine-4-carboxamide C(#N)C(CNC=1C(=CC=C2C=CC(=CC12)C1=NC=CC(=C1)C(=O)NC)OC)=C